(2R,4R)-(1-((5-methoxy-7-methyl-1H-indol-4-yl)methyl)-4-(sulfamoylamino)piperidin-2-yl)benzoic acid COC=1C(=C2C=CNC2=C(C1)C)CN1[C@H](C[C@@H](CC1)NS(N)(=O)=O)C1=C(C(=O)O)C=CC=C1